CC1(CC1)NC(O[C@@H]1C[C@@](CC1)(C1=CC(=NN1)NC(CC1=CC(=NO1)C)=O)C)=O Cis-3-methyl-3-(3-(2-(3-methylisoxazol-5-yl)acetamido)-1H-pyrazol-5-yl)cyclopentyl (1-methylcyclopropyl)carbamate